N[C@H]1CS(C2=C(N(C1=O)CC1=CC=C(C=C1)OC(F)(F)F)C=C(C(=C2)F)C=2OC(=NN2)C(C)(C)C)=O (3R)-3-amino-7-(5-tert-butyl-1,3,4-oxadiazol-2-yl)-8-fluoro-1-oxo-5-[[4-(trifluoromethoxy)phenyl]methyl]-2,3-dihydro-1lambda4,5-benzothiazepin-4-one